CC(C(C1=NC(=NO1)C=1C=NC=CC1)NC(NC1=CC(=CC=C1)C(F)(F)F)=O)C 3-{2-methyl-1-[3-(pyridin-3-yl)-1,2,4-oxadiazol-5-yl]propyl}-1-[3-(trifluoromethyl)phenyl]urea